F[C@H]1CN(CC[C@H]1NC1=C2C=C(N(C2=CC=C1)CC(F)(F)F)/C(/N)=N/O)C(=O)OC(C)(C)C |r| racemic-tert-butyl (3S,4R)-3-fluoro-4-[[2-[(Z)-N'-hydroxycarbamimidoyl]-1-(2,2,2-trifluoroethyl)indol-4-yl]amino]piperidine-1-carboxylate